R-(-)-ethyl 3-hydroxybutyrate O[C@@H](CC(=O)OCC)C